C1(=CC=CC=C1)N(C(O)=O)C1=CC(=NO1)C(C)(C)C.C1(CC1)[C@H](C)N1C(C2=C(C=C(C=C2C1)C=1C=CC=2N(C1)C=C(N2)NC(C)=O)OC(F)F)=O (S)-N-(6-(2-(1-cyclopropylethyl)-7-(difluoromethoxy)-1-oxoisoindolin-5-yl)imidazo[1,2-a]pyridin-2-yl)acetamide phenyl-(3-(tert-butyl)isoxazol-5-yl)carbamate